glycolic acid, 2-hydroxy-3-naphthoic acid salt OC1=CC2=CC=CC=C2C=C1C(=O)O.C(CO)(=O)O